2-(2-fluorobenzoyl)-3-(2-fluorophenyl)-3-hydroxyisoindoline-1-one FC1=C(C(=O)N2C(C3=CC=CC=C3C2(O)C2=C(C=CC=C2)F)=O)C=CC=C1